N1=CC=C(C=C1)CNC(=O)C12C(C3CC(CC(C1)C3)C2)C2=CC=C(C=C2)Cl (4-Chloro-phenyl)-adamantane-1-carboxylic acid (pyridin-4-ylmethyl)-amide